4-cyclopentyl-2-[(1R,4R,5S)-5-{[5-cyclopropyl-3-(2,6-dichlorophenyl)-1,2-oxazol-4-yl]Methoxy}-2-azabicyclo[2.2.1]Heptane-2-yl]-1,3-benzothiazole-6-carboxylic acid C1(CCCC1)C1=CC(=CC2=C1N=C(S2)N2[C@H]1C[C@@H]([C@@H](C2)C1)OCC=1C(=NOC1C1CC1)C1=C(C=CC=C1Cl)Cl)C(=O)O